C(C1=CC=CC=C1)N1CC(C2(CC1)COC1=C3CN(C(C3=CC=C12)=O)N1C(CCCC1=O)=O)F (1'-benzyl-3'-fluoro-6-oxo-6,8-dihydro-2H,7H-spiro[furo[2,3-e]isoindol-3,4'-piperidin]-7-yl)piperidine-2,6-dione